[Si](C)(C)(C(C)(C)C)OC1=CC=C(C=C1)NC=1C=NN(C1CCOC1=C2CN(CC2=CC=C1)C(=O)OC(C)(C)C)C tert-Butyl 4-(2-{4-[(4-{[tert-butyl(dimethyl)silyl]oxy}phenyl)amino]-1-methyl-1H-pyrazol-5-yl}ethoxy)-1,3-dihydro-2H-isoindole-2-carboxylate